3-(((1s,4s)-4-(3-bromo-2-(trifluoromethyl)phenoxy)cyclohexyl)oxy)propanal BrC=1C(=C(OC2CCC(CC2)OCCC=O)C=CC1)C(F)(F)F